2,3,3',4'-biphenyltetracarboxylic acid tetrasodium [Na].[Na].[Na].[Na].C1(=C(C(=CC=C1)C(=O)O)C(=O)O)C1=CC(=C(C=C1)C(=O)O)C(=O)O